2-(3,5-dimethyl-1H-pyrazol-1-yl)-5-methyl-N-phenyl-5H-pyrrolo[3,2-d]pyrimidin-4-amine CC1=NN(C(=C1)C)C=1N=C(C2=C(N1)C=CN2C)NC2=CC=CC=C2